1-(2,3-dihydroxypropyl)-3-vinylimidazole chloride [Cl-].OC(CN1CN(C=C1)C=C)CO